FC1(CCNCC1)CN1CCC(CC1)N1C=CC2=C(C(=CC=C12)C)N1CNCC=C1 1-(1-(1-((4-Fluoropiperidin-4-yl)methyl)piperidin-4-yl)-5-methyl-1H-indol-4-yl)dihydropyrimidine